2-(4-azido-6,6,6-trifluorohexyl)benzo[d]isothiazol-3(2H)-one 1,1-dioxide N(=[N+]=[N-])C(CCCN1S(C2=C(C1=O)C=CC=C2)(=O)=O)CC(F)(F)F